FC(C=1C=C(C=CC1)[C@H]1[C@@H](CCCC1)O)(F)F trans-2-(3-trifluoromethylphenyl)cyclohexan-1-ol